(R/S)-(4-(5-(1-(difluoromethyl)-1H-imidazol-4-yl)benzo[d]oxazol-2-yl)pyridin-2-yl)(4-((2-(difluoromethyl)-2H-tetrazol-5-yl)(phenyl)methyl)piperazin-1-yl)methanone FC(N1C=NC(=C1)C=1C=CC2=C(N=C(O2)C2=CC(=NC=C2)C(=O)N2CCN(CC2)[C@H](C2=CC=CC=C2)C=2N=NN(N2)C(F)F)C1)F |r|